ClC1=C(C=CC=C1)C1COCCN1C1=CC(=C(C(=O)N[C@H](C)\C=C\S(=O)(=O)C)C=C1F)F 4-(3-(2-chlorophenyl)morpholino)-2,5-difluoro-N-((R,E)-4-(methylsulfonyl)but-3-en-2-yl)benzamide